N1(CCCC1)C(=O)C=1C=C(C=CC1)C1=CC=C2C(=CNC2=C1)C1=NC(=NC=C1C(F)(F)F)N[C@@H]1CN(CCC1)C(=O)OC(C)(C)C Tert-butyl (3S)-3-[[4-[6-[3-(pyrrolidine-1-carbonyl)phenyl]-1H-indol-3-yl]-5-(trifluoromethyl) pyrimidin-2-yl]amino]piperidine-1-carboxylate